C(C1=CC=CC=C1)N1CCC(=CC1)N1CCCC1 1-benzyl-4-(pyrrolidin-1-yl)-1,2,3,6-tetrahydropyridine